(furan-3-yl)benzyl chloride O1C=C(C=C1)C(C1=CC=CC=C1)Cl